4-[[2-(5-fluoro-2-hydroxy-phenyl)acetyl]amino]pyridine-2-carboxylic acid FC=1C=CC(=C(C1)CC(=O)NC1=CC(=NC=C1)C(=O)O)O